3-[[4-[4-(4-aminophenyl)piperazin-1-yl]cyclohexyl]amino]piperidine-2,6-dione NC1=CC=C(C=C1)N1CCN(CC1)C1CCC(CC1)NC1C(NC(CC1)=O)=O